CON(C(C[C@H]1CN(CC1)C(=O)OC(C)(C)C)=O)C tert-butyl (3S)-3-{2-[methoxy(methyl)amino]-2-oxoethyl}pyrrolidine-1-carboxylate